CN(C=1C=NC=CC1N)C N,N-dimethylpyridine-3,4-diamine